2-(ethylthio)-5-nitropyrimidine-4,6-diol C(C)SC1=NC(=C(C(=N1)O)[N+](=O)[O-])O